N-(2-(((1r,3r,5r,7r)-adamantan-2-yl)amino)ethyl)-5-(4-chloro-phenyl)-1-(2,4-difluorophenyl)-4-methyl-1H-pyrazole-3-carboxamide C12C(C3CC(CC(C1)C3)C2)NCCNC(=O)C2=NN(C(=C2C)C2=CC=C(C=C2)Cl)C2=C(C=C(C=C2)F)F